(2s,4r)-N-(6-chloro-3-methylpyridin-2-yl)-4-fluoropyrrolidine-2-carboxamide ClC1=CC=C(C(=N1)NC(=O)[C@H]1NC[C@@H](C1)F)C